2',4',4-trihydroxychalcone OC1=C(C(/C=C/C2=CC=C(C=C2)O)=O)C=CC(=C1)O